2-iodo-N-(4-methyl-2-pyridyl)benzamide N-Acetylaspartate C(C)(=O)N[C@@H](CC(=O)O)C(=O)O.IC1=C(C(=O)NC2=NC=CC(=C2)C)C=CC=C1